[BH4-].CN(C)[K] N,N-dimethylaminopotassium borohydride